FC=1C=C(C=CC1OC1=C2C(=NC=C1)NC(N2C(C)C)=O)NC(=O)C=2C=NN(C2C(F)(F)F)C2=CC=NC=C2 N-(3-fluoro-4-((1-isopropyl-2-oxo-2,3-dihydro-1H-imidazo[4,5-b]pyridine-7-yl)oxy)phenyl)-1-(pyridine-4-yl)-5-(trifluoromethyl)-1H-pyrazole-4-carboxamide